FC(C1=NN(C=C1NC(=O)C=1C=NN2C1N=C(C=C2)N2CCOCC2)C2CCC(CC2)C(=O)O)F (1R,4R)-4-(3-(difluoromethyl)-4-(5-morpholinopyrazolo[1,5-a]pyrimidine-3-carboxamido)-1H-pyrazol-1-yl)cyclohexane-1-carboxylic acid